C(CCC)P butylphosphane